4-(2,4-difluorobenzyloxy)-1-(2-(aminomethyl)-4-methylpyrimidin-5-yl)-3-bromo-6-methylpyridin-2(1H)-one FC1=C(COC2=C(C(N(C(=C2)C)C=2C(=NC(=NC2)CN)C)=O)Br)C=CC(=C1)F